BrC1=CC(=C(C=C1)NC(=O)C1=C(C=NN1C)C=O)C N-(4-bromo-2-methylphenyl)-4-formyl-1-methyl-1H-pyrazole-5-carboxamide